C(#N)C=1C=C(C(=O)NC2=CC(=CC=C2)C2=CC3=C(N(C(=N3)COC)C)C=C2C(F)(F)F)C=CC1NC(\C=C\CNC1CCCCC1)=O (E)-3-cyano-4-(4-(cyclohexylamino)but-2-enamido)-N-(3-(2-(methoxymethyl)-1-methyl-6-(trifluoromethyl)-1H-benzo[d]imidazol-5-yl)phenyl)benzamide